ClC1=NC=CC(=C1)C1=C(N=C2N1C=CC=N2)C2=CC1=C(OCCN1C(C)=O)C=C2 1-(6-(3-(2-Chloropyridin-4-yl)imidazo[1,2-a]pyrimidin-2-yl)-2,3-dihydro-4H-benzo[b][1,4]oxazin-4-yl)ethan-1-one